C(C)(C)(C)OC(=O)N1[C@H]2CC(C[C@@H]1CC2)NCCC(C)O (1R,3r,5S)-3-((3-hydroxybutyl)amino)-8-azabicyclo[3.2.1]octane-8-carboxylic acid tert-butyl ester